N-[(1S)-1-[5-(7-methoxy-2-methylquinolin-6-yl)-1H-imidazol-2-yl]-7-(1,3-oxazol-2-yl)-7-oxoheptyl]tetrahydrofuran-2-carboxamide COC1=C(C=C2C=CC(=NC2=C1)C)C1=CN=C(N1)[C@H](CCCCCC(=O)C=1OC=CN1)NC(=O)C1OCCC1